6-ethynyl-N-(1-(((1s,4s)-4-(6-fluoroquinolin-4-yl)cyclohexyl)methyl)cyclopropyl)nicotinamide C(#C)C1=NC=C(C(=O)NC2(CC2)CC2CCC(CC2)C2=CC=NC3=CC=C(C=C23)F)C=C1